C(C)OC(=O)C=1N(C2(C(C1C(=O)OCC)C1=CC3=CC=CC=C3C=C1)C(=NN(C2=O)C2=CC=CC=C2)C)CC2=CC=CC=C2.OC2=C(C=CC(=C2)OCC(CCCCCC)CCC)N2N=C1C(=N2)C=CC=C1 2-[2'-hydroxy-4'-(2''-propyloctyl)oxyphenyl]benzotriazole diethyl-1-benzyl-6-methyl-4-(naphthalen-2-yl)-9-oxo-8-phenyl-1,7,8-triazaspiro[4.4]non-2,6-diene-2,3-dicarboxylate